4-(3-bromo-1-methyl-1H-pyrazol-4-yl)-1-(4-methoxybenzyl)-6-methyl-1H-pyrazolo[3,4-b]pyridine BrC1=NN(C=C1C1=C2C(=NC(=C1)C)N(N=C2)CC2=CC=C(C=C2)OC)C